(1-Formylcyclopropyl)methylcarbamic acid tert-butyl ester C(C)(C)(C)OC(NCC1(CC1)C=O)=O